C(C)(C)(C)OC(=O)N[C@@H](CC1=NC=CC=C1)C(=O)O N-tert-butoxycarbonyl-3-pyridinyl-L-alanine